2-(1-acryloyl-4-(2-(3-(dimethylamino)azetidin-1-yl)-7-(6-fluoroindolin-1-yl)-5,6,7,8-tetrahydroquinazolin-4-yl)piperazin-2-yl)acetonitrile C(C=C)(=O)N1C(CN(CC1)C1=NC(=NC=2CC(CCC12)N1CCC2=CC=C(C=C12)F)N1CC(C1)N(C)C)CC#N